ethyliminotris(diethylamino)niobium C(C)N=[Nb](N(CC)CC)(N(CC)CC)N(CC)CC